ClC=1C=C2C(OCC=3C=NC(=CC3C=3C=CC(=C(NS(C(C1O)=C2)(=O)=O)C3)OC)F)=O 13-chloro-4-fluoro-14-hydroxy-19-methoxy-16,16-dioxo-9-oxa-16λ6-thia-5,17-diazatetracyclo[16.3.1.111,15.02,7]tricosa-1(22),2(7),3,5,11,13,15(23),18,20-nonaen-10-one